bromo-2-methoxy-6-methylpyridine BrC=1C(=NC(=CC1)C)OC